8-(4-((4-fluorobenzyl)(methyl)amino)-3-methylpiperidin-1-yl)-5-methyl-6-oxo-5,6-dihydro-1,5-naphthyridine-2,7-dicarbonitrile FC1=CC=C(CN(C2C(CN(CC2)C2=C(C(N(C=3C=CC(=NC23)C#N)C)=O)C#N)C)C)C=C1